C(C(=C)C)(=O)C=1NC=C(C[C@H](N)C(=O)O)N1 2-methacryloyl-histidine